ClC1=CC=C(C=C1)[C@H](C)NC=1N=CC2=C(N1)N(C(C=C2)=O)C(CC)CC 2-{[(1S)-1-(4-chlorophenyl)ethyl]amino}-8-(pent-3-yl)pyrido[2,3-d]pyrimidin-7(8H)-one